monoethyl-sulfonate, maleic acid salt C(\C=C/C(=O)O)(=O)O.C(C)OS(=O)=O